Sodium tetracyanoborate C(#N)[B-](C#N)(C#N)C#N.[Na+]